N-[(1R*)-1-[3-(8-{[(3S,4R)-3-fluoro-1-methylpiperidin-4-yl]amino}-3-[(trifluoromethyl)sulfanyl]indolizin-2-yl)-1,2,4-oxadiazol-5-yl]ethyl]cyclopropanecarboxamide F[C@H]1CN(CC[C@H]1NC1=CC=CN2C(=C(C=C12)C1=NOC(=N1)[C@@H](C)NC(=O)C1CC1)SC(F)(F)F)C |o1:22|